4-cyclopropyl-3-(N-(4-fluoro-2-(pyrrol-1-yl)-5-(tetrazol-1-yl)phenyl)sulfamoyl)benzoic Acid C1(CC1)C1=C(C=C(C(=O)O)C=C1)S(NC1=C(C=C(C(=C1)N1N=NN=C1)F)N1C=CC=C1)(=O)=O